C(C)(C)(C)OC(=O)N1CCN(CC1)C1=NC=C(C=N1)C1=NOC(=C1)C(=O)OC Methyl 3-[2-(4-tert-butoxycarbonylpiperazin-1-yl)pyrimidin-5-yl]isoxazole-5-carboxylate